FC1(C(C1)C=1C=C(C(=O)N)C=CC1)F 3-(2,2-difluorocyclopropyl)benzamide